(1r,4r)-4-((4-(2-((2,6-dimethylpyrimidin-4-yl)amino)pyrazolo[1,5-a]pyridin-5-yl)-6-methylpyridin-3-yl)oxy)cyclohexane-1-carboxylic acid CC1=NC(=CC(=N1)NC1=NN2C(C=C(C=C2)C2=C(C=NC(=C2)C)OC2CCC(CC2)C(=O)O)=C1)C